2-amino-3-bromo-N-ethyl-5-methyl-benzamide NC1=C(C(=O)NCC)C=C(C=C1Br)C